BrC1=C2C(=C(C(=C(C2=C(C2=C(C(=C(C(=C12)[2H])[2H])[2H])[2H])C1=C(C(=C(C2=C1C=1C(O2)=C2C(=C(C(=C(C2=C(C1[2H])[2H])[2H])[2H])[2H])[2H])[2H])[2H])[2H])[2H])[2H])[2H])[2H] 7-(10-bromoanthracen-9-yl-1,2,3,4,5,6,7,8-d8)naphtho[1,2-b]benzofuran-1,2,3,4,5,6,8,9,10-d9